L-5-methylhydantoin C[C@H]1C(NC(N1)=O)=O